8-((2-Fluoro-4-(1-((3-methylpyridin-4-yl)methyl)-5-oxopyrrolidin-3-yl)phenyl)-λ3-iodaneylidene)-6,10-dioxaspiro[4.5]decane-7,9-dione FC1=C(C=CC(=C1)C1CN(C(C1)=O)CC1=C(C=NC=C1)C)I=C1C(OC2(CCCC2)OC1=O)=O